FC1(CC2(C1)C[C@@H](N(CC2)CC2=C1C=CNC1=C(C=C2OC)C)C2=CC=C(C=C2)C2(CC2)O)F (R)-1-(4-(2,2-difluoro-7-((5-methoxy-7-methyl-1H-indol-4-yl)methyl)-7-azaspiro[3.5]nonan-6-yl)phenyl)cyclopropan-1-ol